C[C@@H]1NC2=CC=C(C=C2[C@@H]([C@H]1C)NC(OCC1=CC=CC=C1)=O)O[C@H]1COCC1 |&1:24| benzyl ((2S,3S,4R)-2,3-dimethyl-rac-6-((tetrahydrofuran-3-yl)oxy)-1,2,3,4-tetrahydroquinolin-4-yl)carbamate